N-[3,3-difluoro-4-(methylamino)butyl]-[3,3-difluoro-4-(methylamino)butyl]-2,2,2-Trifluoro-N-methylacetamide FC(CCN(C(C(F)(F)F)=O)CCCC(CNC)(F)F)(CNC)F